ClC1=C(C=CC=C1)C1=C(C(=O)C2=CC=CC=C2)C=C(C(=C1)C1=CC(=CC=C1)OC)C1=CC(=CC=C1)OC 2-(o-chlorophenyl)-4,5-bis(m-methoxyphenyl)-benzophenone